(R)-2-amino-N-(6-(2-hydroxy-4-ethynylphenyl)-5-cyclopropyl-1,2,4-triazine-3-yl)propionamide N[C@@H](C(=O)NC=1N=NC(=C(N1)C1CC1)C1=C(C=C(C=C1)C#C)O)C